O=C1N(CCN1)CCOC1=C(C#[N+][O-])C=CC=C1 2-[2-(2-oxoimidazolin-1-yl)ethoxy]benzonitrile oxide